COC=1C=C(\C=C\2/CC(C\C(\C2=O)=C/C2=CC(=C(C=C2)OC)OC)NS(=O)(=O)C=2C=NC(=CC2C)O)C=CC1OC N-(3,5-Bis((E)-3,4-dimethoxybenzylidene)-4-oxocyclohexyl)-6-hydroxy-4-methylpyridine-3-sulfonamide